7-bromo-8-chloro-6-fluoro-1-(piperidin-4-yl)-1H-pyrazolo[4,3-c]quinoline BrC=1C(=CC=2C3=C(C=NC2C1F)C=NN3C3CCNCC3)Cl